OC(=O)C(F)(F)F.ClC1=CC(=C(COC2=NC=CC(=N2)C2CCNCC2)C=C1)F 2-((4-chloro-2-fluorobenzyl)oxy)-4-(piperidin-4-yl)pyrimidine TFA salt